N1N=NC2=C1C=CC(=C2)C(=O)[O-] 1H-benzo[d][1,2,3]triazole-5-carboxylate